N1=C(SC2=C1CCOC2)C=2C(=CC(=NC2)NC(C)=O)NC2=NC(=CC(=C2)C)S(=O)(=O)C N-(5-(6,7-dihydro-4H-pyrano[4,3-d]thiazol-2-yl)-4-((4-methyl-6-(methylsulfonyl)pyridin-2-yl)amino)pyridin-2-yl)acetamide